C(C1=CC=CC=C1)[C@@H]1N(CC[C@@H]1OC)C(=O)OCC1=CC=CC=C1 |o1:7,11| benzyl (2S*,3S*)-2-benzyl-3-methoxypyrrolidine-1-carboxylate